ClC1=C(C=C(C=C1)C#N)C=1NC2=CC(=C(C(=C2C(C1)=O)F)C=1C=C(C=CC1)C(=O)NC)F 3-(2-(2-chloro-5-cyanophenyl)-5,7-difluoro-4-oxo-1,4-dihydroquinolin-6-yl)-N-methylbenzeneAmide